5'-(2,6-diphenylpyridin-4-yl)-4'-phenyl-[1,1':2',1''-terphenyl] C1(=CC=CC=C1)C1=NC(=CC(=C1)C1=C(C=C(C(=C1)C1=CC=CC=C1)C1=CC=CC=C1)C1=CC=CC=C1)C1=CC=CC=C1